[Na+].P(=O)(O)(O)CN(CC(=O)[O-])CC(=O)[O-].[Na+] N-(phosphonomethyl)iminodiacetate sodium